5-chloro-1H-indazole-4-amine ClC1=C(C=2C=NNC2C=C1)N